6-(4-(3-(tert-butyl)-1-(4-chloro-3-fluorophenyl)-1H-pyrazolo[4,3-b]pyridine-5-carbonyl)-3,3-dimethylpiperazin-1-yl)-2,4-dimethylnicotinic acid C(C)(C)(C)C1=NN(C=2C1=NC(=CC2)C(=O)N2C(CN(CC2)C2=NC(=C(C(=O)O)C(=C2)C)C)(C)C)C2=CC(=C(C=C2)Cl)F